C(C)(=O)[O-].C(C)(=O)[O-].C(=C)[Sn+2]C=C divinyltin diacetate